N-[(2S)-1-(3-fluoropropoxy)-4-methylpent-2-yl]-6-{[(1R,2S)-2-(hydroxymethyl)cyclopropyl]methoxy}-5-(3-methoxyazetidin-1-yl)pyridine-2-carboxamide FCCCOC[C@H](CC(C)C)NC(=O)C1=NC(=C(C=C1)N1CC(C1)OC)OC[C@H]1[C@H](C1)CO